CC1=CN=C(S1)C1=CC(=CC2=C1OCCN2C2CCOCC2)C(=O)N[C@H](C)C=2C=NC(=NC2)C(F)(F)F (R)-8-(5-methylthiazol-2-yl)-4-(tetrahydro-2H-pyran-4-yl)-N-(1-(2-(trifluoromethyl)pyrimidin-5-yl)ethyl)-3,4-dihydro-2H-benzo[b][1,4]oxazine-6-carboxamide